CC1=CC=CC=2C(=NOC21)C(C)(C)NC(CC2N(CCC2)C)=O N-(2-(7-methylbenzo[d]isoxazol-3-yl)propan-2-yl)-2-(1-methylpyrrolidin-2-yl)acetamide